6-({1-[(2S)-2-amino-3-{[2-(dimethylamino)-2-oxoethyl]amino}-2-methyl-3-oxopropyl]azetidin-3-yl}oxy)-3-[(1S,2R)-2-boranopropyl]-2-hydroxybenzoic acid N[C@@](CN1CC(C1)OC1=CC=C(C(=C1C(=O)O)O)[C@]1(C)CB1)(C(=O)NCC(=O)N(C)C)C